(Z)-N-Hydroxy-13-docoseneamide ONC(CCCCCCCCCCC\C=C/CCCCCCCC)=O